ClC=1N(N=C2C(N(N=CC21)[C@@H](C(F)F)C)=O)CC2=C(C=CC=C2)F |r| rac-(R)-3-chloro-6-(1,1-difluoropropan-2-yl)-2-(2-fluorobenzyl)-2,6-dihydro-7H-pyrazolo[3,4-d]pyridazin-7-one